ClC=1N=C(C=2C(N1)=CN(N2)C)OC 5-chloro-7-methoxy-2-methylpyrazolo[4,3-d]pyrimidine